N-(4-([1,2,4]triazolo[1,5-a]pyridin-7-ylmethyl)-3-methylphenyl)-6-(piperazin-1-yl)quinazolin-4-amine hydrochloride Cl.N=1C=NN2C1C=C(C=C2)CC2=C(C=C(C=C2)NC2=NC=NC1=CC=C(C=C21)N2CCNCC2)C